(E)-N-(4-(1-(6-(4-(4-(2-((2-(2,6-dioxopiperidin-3-yl)-1,3-dioxoisoindolin-4-yl)thio)acetyl)piperazin-1-yl)piperidin-1-yl)nicotinoyl)piperidin-4-yl)butyl)-3-(pyridin-3-yl)acrylamide O=C1NC(CCC1N1C(C2=CC=CC(=C2C1=O)SCC(=O)N1CCN(CC1)C1CCN(CC1)C1=NC=C(C(=O)N2CCC(CC2)CCCCNC(\C=C\C=2C=NC=CC2)=O)C=C1)=O)=O